N(=C=O)C=CCN=C=O 1,3-diisocyanatopropanen